(((4-(6-chloropyridin-2-yl))piperidin-1-yl)methyl)-1-(oxetan-2-ylmethyl)-1H-benzo[d]imidazole-6-carboxylate ClC1=CC=CC(=N1)C1CCN(CC1)COC(=O)C=1C=CC2=C(N(C=N2)CC2OCC2)C1